C(CCC)(C1=C(C(=CC(=C1)C)C(C)(C)C)O)C1=C(C(=CC(=C1)C)C(C)(C)C)O 2,2'-butylidenebis(6-t-butyl-4-methylphenol)